4-(6-fluoroisoquinolin-3-yl)-1H-1,2,3-triazole-5-carboxylic acid 2,2,2-trifluoroacetate FC(C(=O)O)(F)F.FC=1C=C2C=C(N=CC2=CC1)C=1N=NNC1C(=O)O